N-(2-methoxy-5-(1-methyl-1H-pyrazol-4-yl)-4-(4-(4-methylpiperazin-1-yl)piperidin-1-yl)phenyl)-4-(3-phenylisooxazolidin-2-yl)-5-(trifluoromethyl)pyrimidin-2-amine COC1=C(C=C(C(=C1)N1CCC(CC1)N1CCN(CC1)C)C=1C=NN(C1)C)NC1=NC=C(C(=N1)N1OCCC1C1=CC=CC=C1)C(F)(F)F